(2R,3R,4S,5R)-2-(2-(2-Amino-3-bromochinolin-7-yl)ethyl)-5-(4-amino-7H-pyrrolo[2,3-d]pyrimidin-7-yl)tetrahydrothiophen-3,4-diol NC1=NC2=CC(=CC=C2C=C1Br)CC[C@H]1S[C@H]([C@H]([C@H]1O)O)N1C=CC2=C1N=CN=C2N